C1(=CC=CC=C1)S(=O)(=O)NC=1C=C(C=NC1)C=1C=CC=2N(C1)C(=CN2)C(=O)OCC Ethyl 6-(5-(phenylsulfonamido)pyridin-3-yl)imidazo[1,2-a]pyridine-3-carboxylate